[Cl-].[Cl-].CC1=C(C(=C(C1(C)[Hf+2]C1(C(=C(C(=C1C)C)C)C)C)C)C)C Bis(pentamethylcyclopentadienyl)hafnium dichloride